[Na+].CN(C([S-])=S)C.C(C1CO1)OC1=C(C=C(C=C1)C1(C2=CC=CC=C2C=2C=CC=CC12)C1=CC(=C(C=C1)OCC1CO1)C)C 9,9-bis(4-glycidyloxy-3-methylphenyl)fluorene N,N-dimethyldithiocarbamate sodium